11-Chlorobenzo[b]naphtho[2,3-d]furan ClC1=C2C=CC=CC2=CC2=C1C1=C(O2)C=CC=C1